{2-[(9R)-9-(pyridin-3-yl)-6-oxaspiro[4.5]decan-9-yl]ethyl}({[5-(trifluoromethyl)pyridin-3-yl]methyl})amine N1=CC(=CC=C1)[C@@]1(CCOC2(CCCC2)C1)CCNCC=1C=NC=C(C1)C(F)(F)F